ClC1=CC=C2C=CN=C(C2=C1)NC1CC(C1)C(=O)NC=1SC(=C(N1)C)C(=O)OC(C)(C)C tert-Butyl 2-((1s,3s)-3-((7-chloroisoquinolin-1-yl)amino)cyclobutane-1-carboxamido)-4-methylthiazole-5-carboxylate